COCCN1N=C(C(=C1)NC(=O)C1=CC=C(O1)C=1C=NN(C1)C([C@H](C(C)C)NC(OC(C)(C)C)=O)=O)C1=NC=CC=C1 tert-butyl (S)-(1-(4-(5-((1-(2-methoxyethyl)-3-(pyridin-2-yl)-1H-pyrazol-4-yl)carbamoyl)furan-2-yl)-1H-pyrazol-1-yl)-3-methyl-1-oxobutan-2-yl)carbamate